4-(4-((5-chloro-6-(2H-1,2,3-triazol-2-yl)pyridin-3-yl)carbamoyl)-5-(trifluoromethyl)-1H-pyrazol-1-yl)-N-methylisoquinoline-1-carboxamide ClC=1C=C(C=NC1N1N=CC=N1)NC(=O)C=1C=NN(C1C(F)(F)F)C1=CN=C(C2=CC=CC=C12)C(=O)NC